4-[2-[N-(1-cyclopropylethyl)anilino]-2-oxo-ethyl]-1-[(4-fluorophenyl)-methyl-carbamoyl]piperidine-4-carboxylic acid C1(CC1)C(C)N(C1=CC=CC=C1)C(CC1(CCN(CC1)C(N(C)C1=CC=C(C=C1)F)=O)C(=O)O)=O